1-[2-phenyl-2-oxoethyl]-3-methylimidazole C1(=CC=CC=C1)C(CN1CN(C=C1)C)=O